3,5-difluoro-benzoic acid FC=1C=C(C(=O)O)C=C(C1)F